FC1=C(C=CC=C1[N+](=O)[O-])C([2H])([2H])[2H] 2-fluoro-1-(methyl-d3)-3-nitrobenzene